(6-(2-hydroxy-4-(1H-pyrazol-4-yl)-phenyl)pyridazin-3-yl)(piperidin-4-yl)-methanone OC1=C(C=CC(=C1)C=1C=NNC1)C1=CC=C(N=N1)C(=O)C1CCNCC1